FC1CCN(CC1)CCN(C(=O)C1=C(C2=C(S1)C=CC(=C2)C=2C=NC=C(C2)OC)C)CCC(=O)NC N-(2-(4-fluoropiperidin-1-yl)ethyl)-5-(5-methoxypyridin-3-yl)-3-methyl-N-(3-(methylamino)-3-oxopropyl)benzo[b]thiophene-2-carboxamide